2-(bromomethyl)oxirane BrCC1OC1